(R)-2-((3R,5R)-3,5-dimethylpiperazin-1-yl)-N-(3-(2-((2-fluoro-3-(methyl-sulfonyl)phenyl)amino)-5-methylpyrimidin-4-yl)-1H-indol-7-yl)-3-methoxypropanamide C[C@@H]1CN(C[C@H](N1)C)[C@@H](C(=O)NC=1C=CC=C2C(=CNC12)C1=NC(=NC=C1C)NC1=C(C(=CC=C1)S(=O)(=O)C)F)COC